OXETAN-2-YLMETHANAMIN O1C(CC1)CN